3,6,7-triamino-7H-[1,2,4]triazolo[4,3-b][1,2,4]triazole hydrochloride Cl.NC1=NN=C2N1N=C(N2N)N